6-fluoro-7-(2-fluoro-6-hydroxyphenyl)-4-((2S)-2-methyl-4-(2-propenoyl)-1-piperazinyl)-1-(2-(1-(trifluoroethyl)cyclopropyl)phenyl)pyrido[2,3-d]pyrimidin-2(1H)-one FC1=CC2=C(N(C(N=C2N2[C@H](CN(CC2)C(C=C)=O)C)=O)C2=C(C=CC=C2)C2(CC2)CC(F)(F)F)N=C1C1=C(C=CC=C1O)F